NC1=NC(N(C=C1)[C@H]1[C@]([C@@H]([C@@](O1)(F)CO[P@](=O)(OC1=CC=CC=C1)N[C@@H](C)C(=O)OC(C)C)O)(C)F)=O isopropyl ((S)-(((2S,3S,4R,5R)-5-(4-amino-2-oxopyrimidin-1(2H)-yl)-2,4-difluoro-3-hydroxy-4-methyltetrahydrofuran-2-yl) methoxy) (phenoxy) phosphoryl)-L-alaninate